6'-{2-[(1-methyl-1H-pyrazole-3-sulfonyl)amino]ethoxy}-2',3'-dihydrospiro[cyclohexane-1,1'-indene]-4-carboxylic acid methyl ester COC(=O)C1CCC2(CCC3=CC=C(C=C23)OCCNS(=O)(=O)C2=NN(C=C2)C)CC1